C(C1=CC=CC=C1)OCC(OCCOCCOC(C(C)F)N)C 2-[2-(2-benzyloxy-1-methyl-ethoxy)ethoxy]ethoxyl-2-fluoro-propan-1-amine